COC(=O)C1(CC1)C1=C(C=CC=C1)C#N.C1(CC1)NCC(=O)N1CC(CCC1)C=1C=CC(=C(C(=O)N)C1)F 5-[1-[2-(cyclopropylamino)acetyl]-3-piperidyl]-2-fluoro-benzamide methyl-1-(2-cyanophenyl)cyclopropanecarboxylate